tertbutyl (10-(((S)-1-((2S,4R)-4-hydroxy-2-((4-(4-methylthiazol-5-yl)benzyl)carbamoyl)pyrrolidin-1-yl)-3,3-dimethyl-1-oxobutan-2-yl)amino)-10-oxodecyl)carbamate O[C@@H]1C[C@H](N(C1)C([C@H](C(C)(C)C)NC(CCCCCCCCCNC(OC(C)(C)C)=O)=O)=O)C(NCC1=CC=C(C=C1)C1=C(N=CS1)C)=O